3-(morpholino)phenylboronic acid O1CCN(CC1)C=1C=C(C=CC1)B(O)O